[2-(2-methoxyphenyl)sulfonyl-2,6-diazaspiro[3.3]heptan-6-yl]-[(3S)-3-(1H-triazol-5-yl)pyrrolidin-1-yl]methanone COC1=C(C=CC=C1)S(=O)(=O)N1CC2(C1)CN(C2)C(=O)N2C[C@H](CC2)C2=CN=NN2